ClC1=C(C=CC(=C1)Cl)C1=C(C2=C(SCC1)C=C(C=C2)O)C2=CC=C(O[C@@H]1CN(CC1)C/C=C/C(=O)N(C)C)C=C2 (S,E)-4-(3-(4-(4-(2,4-dichlorophenyl)-8-hydroxy-2,3-dihydrobenzo[b]thiepin-5-yl)phenoxy)pyrrolidin-1-yl)-N,N-dimethylbut-2-enamide